FC1([C@H](CO[C@@H](C1)C(=O)N1[C@H](C2=CC=CC=C2CC1)C1=CC=C(C=C1)F)NC(OC(C)(C)C)=O)F tert-butyl ((3S,6S)-4,4-difluoro-6-((S)-1-(4-fluorophenyl)-1,2,3,4-tetrahydroisoquinoline-2-carbonyl)tetrahydro-2H-pyran-3-yl)carbamate